2-(2-(phenylethynyl)phenyl)propan-2-ol C1(=CC=CC=C1)C#CC1=C(C=CC=C1)C(C)(C)O